N1N=NC(=C1)CN1CC(C1)(C(=O)NC=1C=NC(=CC1OC)Cl)C1=C(C=CC=C1)C(C)C 1-((1H-1,2,3-triazol-4-yl)methyl)-N-(6-chloro-4-methoxypyridin-3-yl)-3-(2-isopropylphenyl)azetidine-3-carboxamide